Cl.FC1=C(C=CC(=C1)C(F)(F)F)C=1C(=NC(=NC1)N[C@@H]1C[C@H](CC1)N)C (1S,3S)-N3-(5-(2-fluoro-4-(trifluoromethyl)phenyl)-4-methyl-pyrimidin-2-yl)cyclopentane-1,3-diamine, hydrochloride salt